phosphooxazoline P(=O)(=O)C=1OCCN1